ClC1=CC=C(C=C1)CCOCC=1C=C(N(N1)C1=NC=CC=C1Cl)C1=NC2=C(C(O1)=O)C=C(C=C2C)C#N 2-[5-[(4-chlorophenyl)ethoxymethyl]-2-(3-chloro-2-pyridyl)pyrazol-3-yl]-8-methyl-4-oxo-3,1-benzoxazine-6-carbonitrile